CS(=O)(=O)OCCC1CCC(CC1)N1N=C2C=C(C(=CC2=C1)C(NC=1C(N(C=CC1)C1CC1)=O)=O)OC 2-((1r,4r)-4-(5-((1-cyclopropyl-2-oxo-1,2-dihydropyridin-3-yl)carbamoyl)-6-methoxy-2H-indazol-2-yl)cyclohexyl)ethyl methanesulfonate